3-[[(2E)-2-hydroxyimino-3-oxo-butanoyl]amino]-N,N-dimethyl-benzamide O\N=C(\C(=O)NC=1C=C(C(=O)N(C)C)C=CC1)/C(C)=O